N-(3,4-dichloro-1H-indol-7-yl)-3-oxo-3,4-dihydro-2H-benzo[b][1,4]thiazine-6-sulfonamide ClC1=CNC2=C(C=CC(=C12)Cl)NS(=O)(=O)C1=CC2=C(SCC(N2)=O)C=C1